C(#N)C1=CC=C(CNC2=NC=CC=C2)C=C1 N-(4-cyanobenzyl)pyridine-2-amine